4-(3-Chloro-2-(hydroxymethyl)propoxy)-6-((4-((5-cyclopropyl-3-(3,5-dichloropyridin-4-yl)isoxazol-4-yl)methoxy)bicyclo[2.2.2]octan-1-yl)methoxy)chinolin ClCC(COC1=CC=NC2=CC=C(C=C12)OCC12CCC(CC1)(CC2)OCC=2C(=NOC2C2CC2)C2=C(C=NC=C2Cl)Cl)CO